O1CC(C1)N1N=CC2=C1N=C(N(C2=O)C2=CC=CC=C2)SC(C)C2=CC=CC=C2 1-(oxetan-3-yl)-5-phenyl-6-((1-phenylethyl)thio)-1H-pyrazolo[3,4-d]pyrimidin-4(5H)-one